(5-(2-Amino-5-methylthiazol-4-yl)indolin-1-yl)(cyclopropyl)methanone NC=1SC(=C(N1)C=1C=C2CCN(C2=CC1)C(=O)C1CC1)C